CC(C\C=C\C)C1C(OC(C1)=O)=O 3-[(E)-1-methylpent-3-enyl]tetrahydrofuran-2,5-dione